NC(C)C1=NC(=NN1C1=CC=C(C=N1)C#N)Br 6-[5-(1-aminoethyl)-3-bromo-1,2,4-triazol-1-yl]Pyridine-3-carbonitrile